N1=CC=C(C=C1)C1=NN(C2=CC3=C(C=C12)N=C(N3)C(Cl)(Cl)Cl)C(C3=CC=CC=C3)(C3=CC=CC=C3)C3=CC=CC=C3 3-(pyridin-4-yl)-6-(trichloromethyl)-1-trityl-1,7-dihydroimidazo[4,5-f]indazole